N-(2,2,2-trifluoro-1-(4-fluorophenyl)ethyl)pyrimidine-5-sulfonamide FC(C(C1=CC=C(C=C1)F)NS(=O)(=O)C=1C=NC=NC1)(F)F